6-bromo-3-(cyclobutylmethyl)quinazolin-4(3H)-one BrC=1C=C2C(N(C=NC2=CC1)CC1CCC1)=O